COC(CCCCCCCCCCCC/C=C/CCO)OC (3E)-17,17-dimethoxy-3-heptadecene-1-ol